C1(=CC=CC=C1)C=C(C(=O)NS(=O)(=O)C1=CC(=CC=C1)Cl)C phenyl-N-m-chlorobenzenesulfonylmethacrylamide